(2-(2-ethylphenylamino)-5-methylpyrimidin-4-ylamino)benzo[d]oxazol-2(3H)-one C(C)C1=C(C=CC=C1)NC1=NC=C(C(=N1)NN1C(OC2=C1C=CC=C2)=O)C